5-(4-fluoro-1H-pyrazol-1-yl)-2-(3-{3-[(prop-2-yl)amino]pyrrolidin-1-yl}-1,2,4-triazin-6-yl)phenol hydrochloride Cl.FC=1C=NN(C1)C=1C=CC(=C(C1)O)C1=CN=C(N=N1)N1CC(CC1)NC(C)C